4-hydroxy-N-(4-hydroxy-3-methoxybenzyl)amide OC1(C(C=C(C[NH-])C=C1)OC)O